acryloyloxyethylphthalic acid C(C=C)(=O)OCCC1=C(C(C(=O)O)=CC=C1)C(=O)O